CN(C1CC2(CN(C2)C(=O)C2=CC(=CC=C2)OC(F)(F)F)C1)C=1C2=C(N=CN1)NC=C2 (6-(Methyl(7H-pyrrolo[2,3-d]pyrimidin-4-yl)amino)-2-azaspiro[3.3]heptan-2-yl)(3-(trifluoromethoxy)phenyl)methanon